amino-N6-methyl-N6-carbamoyl-amino-adenosine N[C@@]1([C@@](O[C@@H]([C@H]1O)CO)(N1C=NC=2C(N(C(N)=O)C)=NC=NC12)N)O